2,6-dibromo-4-(tert-butyl)cyclohexan-1-one BrC1C(C(CC(C1)C(C)(C)C)Br)=O